FC=1C(=NC(=NC1)NC=1C(=NN(C1)C(C#N)(C)C)C)OCC1CC(CC1)O 2-(4-((5-fluoro-4-((3-hydroxycyclopentyl)methoxy)pyrimidin-2-yl)amino)-3-methyl-1H-pyrazol-1-yl)-2-methylpropanenitrile